CN[C@@H](CCCNC(N[N+](=O)[O-])=N)C(=O)O methyl-Nω-nitro-L-arginine